ClC=1C=C2C(=CC1)C(N(C[C@@]21C(N(C[C@@H]1CNCC)C1=CN=CC2=CC=CC=C12)=O)CC1=C(C=C(C=C1)OC)OC)=O (4S,4'S)-6-chloro-2-(2,4-dimethoxybenzyl)-4'-((ethylamino)methyl)-1'-(isoquinolin-4-yl)-2,3-dihydro-1H-spiro[isoquinoline-4,3'-pyrrolidine]-1,2'-dione